N-(4-((4-(4-(3-cyano-4-methoxypyrazolo[1,5-a]pyridin-6-yl)-1H-pyrazol-1-yl)piperidin-1-yl)methyl)phenyl)-N-methylacrylamide C(#N)C=1C=NN2C1C(=CC(=C2)C=2C=NN(C2)C2CCN(CC2)CC2=CC=C(C=C2)N(C(C=C)=O)C)OC